C1(=CC=C(CC1)C(C)(C)O)C p-Mentha-1,3-dien-8-ol